C(C)NN1CC=C(C=C1)C1=CC=NC=C1 1-ethylamino-4,4'-bipyridyl